BrC1=C(C=CC(=C1)C#N)C1=CC=CC(=C1)OCC(OC)OC bromo-5'-(2,2-dimethoxyethoxy)-[1,1'-biphenyl]-4-carbonitrile